3-cyclopropyl-1-(2-(phenylethynyl)phenyl)prop-2-yn-1-one C1(CC1)C#CC(=O)C1=C(C=CC=C1)C#CC1=CC=CC=C1